The molecule is a butan-4-olide that is gamma-valerolactone in which one of the methyl hydrogens has been replaced by a 3-sulfooxy-4-hydroxyphenyl group. It has a role as a human urinary metabolite. It is a butan-4-olide, a member of phenols and an aryl sulfate. It derives from a gamma-valerolactone. C1CC(=O)OC1CC2=CC(=C(C=C2)O)OS(=O)(=O)O